BrC1=CC=C(C=C1)C1=NC2=C(C=CC=C2C(=N1)C(=O)NCCCl)Cl 2-(4-Bromophenyl)-8-chloro-N-(2-chloroethyl)quinazoline-4-carboxamide